2-methylethan-2-ol CC(C)O